1-(hydroxymethyl)-N,N-bis[(4-methoxyphenyl)methyl]cyclopropanesulfonamide OCC1(CC1)S(=O)(=O)N(CC1=CC=C(C=C1)OC)CC1=CC=C(C=C1)OC